ClC=1C=C(C=CC1Cl)NC1=CC2=C(C3=CC=CC=C3N=C2C=C1)CNCCN/C(/NC(OC(C)(C)C)=O)=N\C(OC(C)(C)C)=O (E)-tert-Butyl 1-(2-(3,4-dichlorophenylamino)acridin-9-yl)-10,10-dimethyl-8-oxo-9-oxa-2,5,7-triazaundecan-6-ylidenecarbamate